C(C)OC1=C(C(=CC=C1)OCC)NCC(O)C1=CNC(O1)=O 5-[2-(2,6-Diethoxyphenylamino)-1-hydroxyethyl]-1,3-oxazol-2(3H)-one